ClC1=CC(=C(C(=O)N2C[C@H](N(CC2)C=2C=CC(=NC2C(=O)NCCN2CC(C2)F)C=2C(=NC=CC2)OCC)CC)C=C1)C(F)(F)F 5-[(2R)-4-[4-chloro-2-(trifluoromethyl)benzoyl]-2-ethylpiperazin-1-yl]-2'-ethoxy-N-[2-(3-fluoroazetidin-1-yl)ethyl]-[2,3'-bipyridine]-6-carboxamide